6-[(4-fluorophenyl)thio]-1,2,3,4-tetrahydronaphthalen-1-one FC1=CC=C(C=C1)SC=1C=C2CCCC(C2=CC1)=O